C(C)C1=CC=C(C=N1)OC1=C(C=C(C=C1)NC1=NC=NC2=CC=3OC[C@H]4N(CCN(C3N=C21)C4)C(C=C)=O)C 1-((10S)-4-((4-((6-ethylpyridin-3-yl)oxy)-3-methylphenyl)amino)-7,8,10,11-tetrahydro-9H-6,10-methanopyrimido[4',5':5,6]pyrido[3,2-b][1,4,7]oxadiazonin-9-yl)prop-2-en-1-one